CC(C)(C)S(=O)/N=C(\CCC=C)/C=1C=NC=CC1 (E)-2-methyl-N-(1-(pyridin-3-yl)pent-4-en-1-ylidene)propan-2-sulfinamide